C(C1=CC=CC=C1)SC1=CC=C(C=C1)S(=O)(=NCC)N1CCN(CC1)C(C(F)(F)F)=O 1-(4-(4-(benzylthio)-N-ethylphenylsulfonimidoyl)piperazin-1-yl)-2,2,2-trifluoroethan-1-one